Methyl 3-methyl-4-oxo-1,4,5,6,7,8-hexahydrocyclohepta[b]pyrrole-2-carboxylate CC=1C2=C(NC1C(=O)OC)CCCCC2=O